N-((3-bromo-1-(tetrahydro-2H-pyran-2-yl)-1H-pyrazol-5-yl)methyl)-2-methylthiazol-5-amine BrC1=NN(C(=C1)CNC1=CN=C(S1)C)C1OCCCC1